NC(C(=O)O)C#CC=1OC(=CC1)C#CCNC(C[C@H]1C=2N(C3=C(C(=N1)C1=CC=C(C=C1)Cl)C(=C(S3)C)C)C(=NN2)C)=O 2-amino-4-(5-(3-(2-((S)-4-(4-chlorophenyl)-2,3,9-trimethyl-6H-thieno[3,2-f][1,2,4]triazolo[4,3-a][1,4]diazepin-6-yl)acetamido)prop-1-yn-1-yl)furan-2-yl)but-3-ynoic acid